Ethyl 2-(2-chloro-4-{[(1R,3R)-3-(oxan-2-yloxy)cyclohexyl]amino}pyrimidin-5-yl)acetate ClC1=NC=C(C(=N1)N[C@H]1C[C@@H](CCC1)OC1OCCCC1)CC(=O)OCC